CN1N=CC=2C(CC(CC12)C)=O 1,6-dimethyl-6,7-dihydro-5H-indazol-4-one